BrC1=CC=C(C=C1)OC1=CC=C(C=C1)Br.[P] phosphorus di(4-bromophenyl) oxide